N1N=NC(=C1)C=1C=CC=C2C=CC=CC12 8-(1H-1,2,3-triazol-4-yl)naphthalen